FC=1C=C(C=CC1)C=1C=C(C=C2CCC(NC12)=O)C1=NNC(CC1C)=O 8-(3-fluorophenyl)-6-(4-methyl-6-oxo-1,4,5,6-tetrahydropyridazin-3-yl)-3,4-dihydroquinolin-2(1H)-one